spiro[3.5]nonan C1CCC12CCCCC2